COCCS(=O)(=O)C1=CC=C(C=C1)N1C(N(CC1)C1=NC(=CC=C1)C1=NN=CN1C(C)C)=O 1-(4-(2-methoxyethylsulfonyl)phenyl)-3-(6-(4-isopropyl-4H-1,2,4-triazol-3-yl)pyridin-2-yl)imidazolidin-2-one